FC(OC1CCC1)(F)F 3-(trifluoromethoxy)cyclobutane